5-benzyl-N-(5-fluoro-1-methyl-2-oxo-2,3,4,5-tetrahydro-1H-benzo[B]azepin-3-yl)isoxazole-3-carboxamide C(C1=CC=CC=C1)C1=CC(=NO1)C(=O)NC1CC(C2=C(N(C1=O)C)C=CC=C2)F